[OH-].[Na+].[F] fluorine compound with sodium hydroxide